2-((2-aminoethyl)sulfonyl)-1-((1S,5S)-6-(4-ethoxyphenyl)-9,9-dimethyl-3,6-diazabicyclo[3.2.2]nonan-3-yl)-2-fluoroethane-1-one NCCS(=O)(=O)C(C(=O)N1C[C@@H]2CN([C@H](C1)C(C2)(C)C)C2=CC=C(C=C2)OCC)F